1-(1-methyl-1-phenyl-ethyl)piperazine CC(C)(C1=CC=CC=C1)N1CCNCC1